C12(CC3CC(CC(C1)C3)C2)NCC2=CC=C(CSC3=C1CN(C(C1=CC=C3)=O)C3C(NC(CC3)=O)=O)C=C2 3-(4-((4-(((adamantan-1-yl)amino)methyl)benzyl)thio)-1-oxoisoindolin-2-yl)piperidine-2,6-dione